2-((2S,4R)-5-chloro-6-fluoro-2-phenyl-2-((S)-pyrrolidin-2-yl)indolin-4-yl)-3-fluoro-4-(2-hydroxyethoxy)benzamide ClC=1C(=C2C[C@@](NC2=CC1F)([C@H]1NCCC1)C1=CC=CC=C1)C1=C(C(=O)N)C=CC(=C1F)OCCO